COC1C2C3C4C=CC(C3C(C1)C2)C4 8-methoxy-tetracyclo[4.4.0.12,5.17,10]-3-dodecene